ClC=1C=C(C=CC1F)NC1=NC=NC2=CC(=C(C=C12)OCCCN1CCOCC1)OC 4-(3-chloro-4-fluorophenylamino)-7-methoxy-6-[3-(4-morpholinyl)propoxyl]-quinazoline